6-[[5-(trifluoromethyl)-1,2,4-triazol-1-yl]methyl]-2-azaspiro[3.3]heptane FC(C1=NC=NN1CC1CC2(CNC2)C1)(F)F